FC(OC1=CC=C(C=C1)[C@H](C)NC[C@H]1OC(OC1)(C)C)F (S)-1-(4-(difluoromethoxy)phenyl)-N-(((R)-2,2-dimethyl-1,3-dioxolan-4-yl)methyl)Ethylamine